OCCC[Si](OC)(OC)OC 3-hydroxypropyltrimethoxysilan